N-[5-(1H-benzimidazol-2-yl)-2-methylphenyl]-N'-(2,3-dihydro-1,4-benzodioxin-6-ylcarbonyl)thiourea N1C(=NC2=C1C=CC=C2)C=2C=CC(=C(C2)NC(=S)NC(=O)C2=CC1=C(OCCO1)C=C2)C